(S)-5-(8-(pyrrolidin-2-yl)isochroman-6-yl)-1H-pyrrolo[2,3-b]pyridine-3-carbonitrile N1[C@@H](CCC1)C=1C=C(C=C2CCOCC12)C=1C=C2C(=NC1)NC=C2C#N